The molecule is a member of the class of chloroethenes that is ethene in which both of the hydrogens attached to one of the carbons are replaced by chlorines. It has a role as a mutagen, a carcinogenic agent and a mouse metabolite. C=C(Cl)Cl